C(#N)C1=C(C=CC=C1)C1=CC=C(C=C1)C 2-cyano-4'-Methyl-Biphenyl